CN(CCN(C1=C(C=C(C(=C1)OC)NC=1N=CC2=C(N(C(N(C2)C2=NN(C=C2)C)=O)C)N1)NC(C=C)=O)C)C N-(2-((2-(dimethylamino)ethyl)(methyl)amino)-4-methoxy-5-((8-methyl-6-(1-methyl-1H-pyrazol-3-yl)-7-oxo-5,6,7,8-tetrahydropyrimido[4,5-d]pyrimidin-2-yl)amino)phenyl)acrylamide